FC=1C(=CSC1)C1CNC1 3-(4-fluorothiophen-3-yl)azetidine